N[C@H](C(=O)N1[C@@H]([C@H]2C([C@H]2C1)(C)C)C(=O)NC(C1=CN=CC2=CC=NC=C12)C#N)C(C)(C)C (1R,2S,5S)-3-[(2S)-2-amino-3,3-dimethyl-butanoyl]-N-[cyano(2,6-naphthyridin-4-yl)methyl]-6,6-dimethyl-3-azabicyclo[3.1.0]hexane-2-carboxamide